CC1=C(C=CC=C1)N1CCN(CC1)CCC1=NN=C2N1CCCC2 3-[2-[4-(2-methylphenyl)piperazin-1-yl]ethyl]-5,6,7,8-tetrahydro-[1,2,4]triazolo[4,3-a]pyridine